(R)-(N-(1-(4-(4-oxo-3,4-dihydrophthalazin-1-yl)phenyl)ethyl)sulfamoyl)carbamic acid tert-butyl ester C(C)(C)(C)OC(NS(N[C@H](C)C1=CC=C(C=C1)C1=NNC(C2=CC=CC=C12)=O)(=O)=O)=O